1-cyclopropyl-2-methyl-6-(4-((1-methylazetidin-3-yl)methoxy)pyrrolo[2,1-f][1,2,4]triazin-5-yl)-1H-imidazo[4,5-b]pyridine C1(CC1)N1C(=NC2=NC=C(C=C21)C=2C=CN1N=CN=C(C12)OCC1CN(C1)C)C